2,3,5,6-toluenetetracarboxylic acid CC1=C(C(=CC(=C1C(=O)O)C(=O)O)C(=O)O)C(=O)O